ClC1=NC(=CC(=C1)[C@H]1[C@@H](N(CCN1S(=O)(=O)C)C(=O)OC(C)(C)C)COC)C1=NC=NC(=C1)C(NC)=O Trans-tert-butyl 3-(2-chloro-6-(6-(methylcarbamoyl)pyrimidin-4-yl)pyridin-4-yl)-2-(methoxymethyl)-4-(methylsulfonyl)piperazine-1-carboxylate